tert-Butyl 4-((cis)-6,6-difluoro-2-(2,2,2-trifluoroethyl)hexahydropyrrolo[3,2-c]pyrazol-1(2H)-yl)-2,2-dimethylbutanoate FC1(CN[C@@H]2[C@H]1N(N(C2)CC(F)(F)F)CCC(C(=O)OC(C)(C)C)(C)C)F